2'-amino-5-chloro-2,4'-difluoro-N-(6-((2-methoxyethyl)amino)-5-(trifluoromethyl)pyridin-3-yl)-[1,1'-biphenyl]-4-carboxamide NC1=C(C=CC(=C1)F)C1=C(C=C(C(=C1)Cl)C(=O)NC=1C=NC(=C(C1)C(F)(F)F)NCCOC)F